C1(CCC1)NC(C[C@H](CCN1CC(CCC1)(F)F)NC(=O)C1=NN(C(=C1)C1=NC=CC=C1C(F)(F)F)C1CCCC1)=O (3S)-N-cyclobutyl-3-({1-cyclopentyl-5-[3-(trifluoromethyl)pyridin-2-yl]-1H-pyrazol-3-yl}formamido)-5-(3,3-difluoropiperidin-1-yl)pentanamide